CN(CCOC=1N=C2C(=CC=NC2=CC1)C1=CC=2C(NCCC2N1)=O)C 2-[6-[2-(dimethylamino)ethoxy]-1,5-naphthyridin-4-yl]-1H,5H,6H,7H-pyrrolo[3,2-c]pyridin-4-one